COC=1C=C(C=CC1N1CCN(CC1)C1CCN(CC1)C)NC1=NC=C(C(=N1)N1OCCC1C1=CC=CC=C1)C(F)(F)F N-(3-methoxy-4-(4-(1-methylpiperidin-4-yl)piperazin-1-yl)phenyl)-4-(3-phenylisooxazolidin-2-yl)-5-(trifluoromethyl)pyrimidin-2-amine